CC1=CC=C(C=C1)S(=O)(=O)O[C@@H](C)CCCCC[C@](C(F)(F)F)(C=1OC(=NN1)C1=NC(=C(C=C1NC(=O)OC(C)(C)C)C(F)(F)F)O)OCC1=CC=CC=C1 (2S,8R)-8-(benzyloxy)-8-(5-(3-((tert-butoxycarbonyl)amino)-6-hydroxy-5-(trifluoromethyl)pyridin-2-yl)-1,3,4-oxadiazol-2-yl)-9,9,9-trifluorononan-2-yl 4-methylbenzenesulfonate